CC=1C=C(C=CC1C(CCC)(C)C)O 3-Methyl-4-(1,1-dimethylbutyl)-phenol